(3R)-3-({2-[3-(hydroxymethyl)-1,2,4-oxadiazol-5-yl][1,2,4]triazolo[1,5-c]quinazolin-5-yl}amino)azepin-2-one OCC1=NOC(=N1)C1=NN2C(=NC=3C=CC=CC3C2=N1)NC=1C(N=CC=CC1)=O